5-bromo-3-((3,5-dichloro-phenylimino)meth-yl)-2-hydroxyphenyl isobutyrate C(C(C)C)(=O)OC1=C(C(=CC(=C1)Br)C=NC1=CC(=CC(=C1)Cl)Cl)O